N1(CCCCCC1)C1=NC(=NC(=C1C(=O)OC)C[C@]1(CCC2=C(C=CC=C12)Cl)N[S@](=O)C(C)(C)C)Cl methyl 4-(azepan-1-yl)-6-(((S)-1-(((R)-tert-butylsulfinyl) amino)-4-chloro-2,3-dihydro-1H-inden-1-yl) methyl)-2-chloropyrimidine-5-carboxylate